(R)-5-((5-(2-methoxy-6-(thiomorpholin-2-ylmethoxy)phenyl)-1H-pyrazol-3-yl)amino)pyrazine-2-carbonitrile COC1=C(C(=CC=C1)OC[C@H]1CNCCS1)C1=CC(=NN1)NC=1N=CC(=NC1)C#N